C(C)(=O)NC1=C(C=NN1C)C=1C=C(C=NC1Cl)C(=O)[O-] 5-(5-acetamido-1-methyl-pyrazol-4-yl)-6-chloro-pyridine-3-carboxylate